2-chloro-5-fluoro-N-(1-(3,4,5-trimethoxyphenyl)-1H-imidazol-4-yl)quinazolin-4-amine ClC1=NC2=CC=CC(=C2C(=N1)NC=1N=CN(C1)C1=CC(=C(C(=C1)OC)OC)OC)F